2-(4-tolyl)-4-methyl-5-acetyl-thiazole C1(=CC=C(C=C1)C=1SC(=C(N1)C)C(C)=O)C